N1CCC(CC1)CN1CCN(CC1)C1=CC=CN=N1 6-(4-(piperidin-4-ylmethyl)piperazin-1-yl)pyridazine